(S)-2-amino-N-(2-chloro-4-nitrophenyl)-3-methylbutanamide N[C@H](C(=O)NC1=C(C=C(C=C1)[N+](=O)[O-])Cl)C(C)C